C[C@H]1CCC(N(C1)C(=C)C1=CC=CC=C1)=O (s)-5-methyl-1-(1-phenylvinyl)piperidin-2-one